C1(CCCC1)N1CSC(=C1C(F)(F)F)C1=NC(=NC=C1)NC1=NC=C(C=C1)N1CCOCC1 N-cyclopentyl-5-(2-((5-morpholinopyridin-2-yl)amino)pyrimidin-4-yl)-4-(trifluoromethyl)thiazol